5-cyclopropyl-4-(((1-(3,4-dichlorobenzyl)-3-fluoroazetidin-3-yl)methoxy)methyl)-2-fluoro-N-(methylsulfonyl)benzamide C1(CC1)C=1C(=CC(=C(C(=O)NS(=O)(=O)C)C1)F)COCC1(CN(C1)CC1=CC(=C(C=C1)Cl)Cl)F